OC=1C(=C(C=NC1C)COC1=C(OP(=O)=N[C@H](C(=O)OC2CCN(CC2)C)C)C=CC=C1)CO (2S)-1-Methylpiperidin-4-yl 2-(((5-hydroxy-4-(hydroxymethyl)-6-methylpyridin-3-yl)methoxy)(phenoxy)phosphorylamino)propanoate